N[C@@H](C)C(=O)N[C@@H](CCC(N)=O)C(=O)O E-alanyl-E-glutamine